7-[1-(oxetan-3-yl)piperidin-4-yl]quinazolin-2-amine O1CC(C1)N1CCC(CC1)C1=CC=C2C=NC(=NC2=C1)N